2-methoxy-4'-trifluoromethyl-biphenyl-4-carboxylic acid COC1=C(C=CC(=C1)C(=O)O)C1=CC=C(C=C1)C(F)(F)F